(S)-4-(3-((tert-Butoxycarbonyl)amino)-3-methylpyrrolidin-1-yl)-5-(3,5-difluorophenyl)nicotinic acid C(C)(C)(C)OC(=O)N[C@@]1(CN(CC1)C1=C(C=NC=C1C(=O)O)C1=CC(=CC(=C1)F)F)C